C(C)(C)(C)OC(N[C@@H]1[C@@H](CCCC1)NC1=CC=2N=CNC(C2C(=N1)NC1=C2C=CN(C2=CC=C1)CCOCCOCCOCCN)=O)=O.N1=C(C=CC=C1)NC=O N-(pyridin-2-yl)formamide Tert-butyl-N-[(1S,2R)-2-[[5-[[1-[2-[2-[2-(2-aminoethoxy)ethoxy]ethoxy]ethyl]indol-4-yl]amino]-4-oxo-3H-pyrido[4,3-d]pyrimidin-7-yl]amino]cyclohexyl]carbamate